1-(4-(2-((5-(1H-pyrazol-4-yl)thiazolo[5,4-b]-pyridin-2-yl)amino)-pyridin-4-yl)piperazin-1-yl)-2-methoxyethanone N1N=CC(=C1)C1=CC=C2C(=N1)SC(=N2)NC2=NC=CC(=C2)N2CCN(CC2)C(COC)=O